C1(CC1)C(=O)NC1=NC=C(C(=O)NC([2H])([2H])[2H])C(=C1)NC1=C2N([C@H](C=3N(C2=CC=C1)N=C(N3)C)C)C (S)-6-(cyclopropanecarboxamido)-N-(methyl-d3)-4-((2,4,5-trimethyl-4,5-dihydro-[1,2,4]triazolo[1,5-a]quinoxalin-6-yl)amino)nicotinamide